3-[(oxiranylmethoxy)methyl]oxetane tert-butyl-(S)-2-[6-chloro-2-[2-(trifluoromethyl)pyrimidine-5-carbonyl]-1,2,3,4-tetrahydroisoquinolin-8-yl]pyrrolidine-1-carboxylate C(C)(C)(C)OC(=O)N1[C@@H](CCC1)C=1C=C(C=C2CCN(CC12)C(=O)C=1C=NC(=NC1)C(F)(F)F)Cl.O1C(C1)COCC1COC1